CN(C(=O)C=1CC2=C(N=CN=C2)N1)C N,N-dimethyl-pyrrolo[2,3-d]pyrimidine-6-carboxamide